2-methylthiazole CC=1SC=CN1